(1s,3s)-1-(((1s,3R)-3-(2-(benzyloxy)phenyl)cyclobutoxy)methyl)-3-(methylsulfonamido)cyclopentane-1-carboxamide C(C1=CC=CC=C1)OC1=C(C=CC=C1)C1CC(C1)OC[C@]1(C[C@H](CC1)NS(=O)(=O)C)C(=O)N